(1R,2S)-2-(3-{[6-(2-hydroxypropan-2-yl)-3-methoxypyridin-2-yl]amino}-1H-indazol-6-yl)-5'-methoxy-1'H-spiro[cyclopropane-1,3'-indol]-2'-one OC(C)(C)C1=CC=C(C(=N1)NC1=NNC2=CC(=CC=C12)[C@@H]1C[C@@]12C(NC1=CC=C(C=C21)OC)=O)OC